C(#N)CC1(CCN(CC1)C(=O)OCC1=CC=CC=C1)O benzyl 4-(cyanomethyl)-4-hydroxypiperidine-1-carboxylate